C(C)(CC)N1N=CC(=C1)C1=C2C(=NC=C1)NC=C2 4-(1-sec-butyl-1H-pyrazol-4-yl)-1H-pyrrolo[2,3-b]pyridine